8-(difluoromethyl)-1-[(2r,4r)-2-methyltetrahydro-2H-pyran-4-yl]-2-[(4-methyl-1H-1,2,3-triazol-1-yl)methyl]-1H-imidazo[4,5-c]quinoline FC(C1=CC=2C3=C(C=NC2C=C1)N=C(N3[C@H]3C[C@H](OCC3)C)CN3N=NC(=C3)C)F